Calcium dihydrogen-phosphat P(=O)(O)(O)[O-].[Ca+2].P(=O)(O)(O)[O-]